(2S,4S)-1-tert-butoxycarbonyl-4-methyl-pyrrolidine-2-carboxylic acid C(C)(C)(C)OC(=O)N1[C@@H](C[C@@H](C1)C)C(=O)O